(Cubane-1,4-diyl)bis(ethan-1-one) C12(C3C4C5(C3C1C5C24)CC=O)CC=O